tin (stannole) [SnH2]1C=CC=C1.[Sn]